ClC1=C2C(=NN(C1=O)C1=CC3=CN(N=C3C=C1)C)C(=CN2CC2CC2)C(F)(F)F 4-chloro-5-(cyclopropylmethyl)-2-(2-methyl-2H-indazol-5-yl)-7-(trifluoromethyl)-2,5-dihydro-3H-pyrrolo[3,2-c]pyridazin-3-one